2-[2-[2-[tert-butyl(diphenyl)silyl]oxyethoxy]-ethoxy]ethanol [Si](C1=CC=CC=C1)(C1=CC=CC=C1)(C(C)(C)C)OCCOCCOCCO